NC1=CC(=C(C=C1)O)CN1CCN(CC1)CCC(OCC)OCC 4-Amino-2-((4-(3,3-diethoxypropyl)piperazin-1-yl)methyl)Phenol